S-trityl-cysteine cumyl ester C(C)(C)(C1=CC=CC=C1)OC([C@@H](N)CSC(C1=CC=CC=C1)(C1=CC=CC=C1)C1=CC=CC=C1)=O